(S)-4-benzyl-3-(2-((R)-6,7-dihydro-5H-cyclopenta[b]pyridin-5-yl)acetyl)oxazolidin-2-one C(C1=CC=CC=C1)[C@@H]1N(C(OC1)=O)C(C[C@H]1CCC2=NC=CC=C21)=O